N-{2-methyl-4-[(7-{8-methyl-1H,2H,3H-pyrido[2,3-b][1,4]oxazin-7-yl}-5H,6H,7H,8H-pyrido[3,4-d]pyrimidin-2-yl)amino]phenyl}-2-(morpholin-4-yl)acetamide CC1=C(C=CC(=C1)NC=1N=CC2=C(N1)CN(CC2)C2=C(C1=C(OCCN1)N=C2)C)NC(CN2CCOCC2)=O